C1(CC1)C(=O)N1C=2C=CC(=NC2C(CC1)=O)C(C)NC(C1=CC=C(C=C1)F)=O N-(1-(5-(cyclopropanecarbonyl)-8-oxo-5,6,7,8-tetrahydro-1,5-naphthyridin-2-yl)ethyl)-4-fluorobenzamide